Cl.FC([C@](C)(N)F)F (R)-trifluoroisopropylamine hydrochloride